C1(=CC=CC=C1)P(CCN(CCP(C1=CC=CC=C1)C1=CC=CC=C1)[Ru+])C1=CC=CC=C1 [bis(2-diphenylphosphinoethyl)amino]ruthenium(II)